C(#N)C(=CC=1C=C(C=CC1)C1=C2C(=C(NC2=C(C=C1)C(=O)N)C)C)S(=O)(=O)C 4-(3-(2-cyano-2-(methylsulfonyl)vinyl)phenyl)-2,3-dimethyl-1H-indole-7-carboxamide